disodium 4,4'-bis{[4-anilino-6-morpholinyl-s-triazine-2-yl]-amino}-2,2'-stilbenedisulfonate N(C1=CC=CC=C1)C1=NC(=NC(=N1)N1CCOCC1)NC=1C=C(C(=CC1)C=CC=1C(=CC(=CC1)NC1=NC(=NC(=N1)NC1=CC=CC=C1)N1CCOCC1)S(=O)(=O)[O-])S(=O)(=O)[O-].[Na+].[Na+]